C(C)OC(=O)C1(CC12CC2)C(=O)O 1-(ethoxycarbonyl)spiro[2.2]pentane-1-carboxylic acid